OC1(CN(CC1)C(=O)C=1C=C(C=CC1)NC1=NC=C(C(=N1)NCC=1C(=NC=CC1)N(S(=O)(=O)C)C)C(F)(F)F)C N-[3-({[2-({3-[(3-hydroxy-3-methylpyrrolidin-1-yl)carbonyl]phenyl}amino)-5-(trifluoromethyl)pyrimidin-4-yl]amino}methyl)pyridin-2-yl]-N-methylmethane-sulfonamide